C(C)(C)C=1C(=NNC1C=1C=C(C=2N(C1)C=CN2)OC)C=2SC(=CN2)C2CCN(CC2)C2CCOCC2 2-(4-isopropyl-5-(8-methoxyimidazo[1,2-a]pyridin-6-yl)-1H-pyrazol-3-yl)-5-(1-(tetrahydro-2H-pyran-4-yl)piperidin-4-yl)thiazole